C(C)N(CC)CCOC(C1=CC=C(C=C1)N)=O 4-aminobenzoic acid-2-(N,N-diethylamino)ethyl ester